Cl.NC\C=C(\CN1C=NC2=C1C=C(C=C2C2=CC(=C(C=C2)OC)S(N(C)C)(=O)=O)C(=O)OC)/F Methyl (Z)-1-(4-amino-2-fluorobut-2-en-1-yl)-4-(3-(N,N-dimethylsulfamoyl)-4-methoxyphenyl)-1H-benzo[d]imidazol-6-carboxylate Hydrochloride